Diisooctyl-tridecane C(CCCCC(C)C)C(CCCCCC)(CCCCCC)CCCCCC(C)C